5-[3-(DIMETHYLAMINO)PHENOXY]PENTANOIC ACID CN(C=1C=C(OCCCCC(=O)O)C=CC1)C